C(C)(C)(C)C=1C=C(NN1)NC(NC=1SC(=CN1)CCC1=CC(=NC=C1)NC(C)=O)=O N-[4-(2-{2-[3-(5-tert-Butyl-2H-pyrazol-3-yl)-ureido]-thiazol-5-yl}-ethyl)-pyridin-2-yl]-acetamide